3-chloro-2,4,6-trifluoro-N-(4-methoxybenzyl)-N-(thiazol-2-yl)benzenesulfonamide ClC=1C(=C(C(=CC1F)F)S(=O)(=O)N(C=1SC=CN1)CC1=CC=C(C=C1)OC)F